1-(2,7-dichloro-8-fluoropyrido[4,3-d]pyrimidin-4-yl)-5,5-difluoropiperidine ClC=1N=C(C2=C(N1)C(=C(N=C2)Cl)F)N2CCCC(C2)(F)F